N4-phenoxyacetyl-cytosine O(C1=CC=CC=C1)CC(=O)NC1=NC(NC=C1)=O